C(CCCCCCC)(=O)[O-].[Sn+2].BrC=1C=C(C=CC1)C=1OC=CN1.C(CCCCCCC)(=O)[O-] 2-(3-Bromophenyl)oxazole tin (II) octanoate